4-iodo-5-phenyl-2H-1,2,3-triazole IC1=NNN=C1C1=CC=CC=C1